N-(4-(4-Chlorobenzylcarbamoyl)-1,2,3-thiadiazol-5-yl)-1-(pyridin-2-yl)piperidine-4-carboxamide ClC1=CC=C(CNC(=O)C=2N=NSC2NC(=O)C2CCN(CC2)C2=NC=CC=C2)C=C1